OCC=1N=NN(C1)C1=CC=C(C=C1)C(C=CC1=CC=C(C=C1)C)=O 1-[4-[4-(Hydroxy-methyl)-1H-1,2,3-triazole-1-yl]phenyl]-3-(4-methylphenyl)-2-propene-1-one